C(C)(C)[Mo](=C=O)(=C=O)C1C=CC=C1 isopropylcyclopentadienyl-dicarbonyl-molybdenum